12,13-dihydroxyoxacyclohexadecan-2-one OC1CCCCCCCCCC(OCCCC1O)=O